2,2-dihydroxymethyl-butyryl chloride OCC(C(=O)Cl)(CC)CO